6-(3-aminopropyl)-2-chloro-N-[(furan-2-yl)methyl]-7H-pyrrolo[2,3-d]pyrimidin NCCCC1=CC2=C(N(C(N=C2)Cl)CC=2OC=CC2)N1